1,3-dichloro-6,7-dihydroxy-5H-cyclopenta[c]pyridine-4-carbonitrile ClC1=NC(=C(C2=C1C(=C(C2)O)O)C#N)Cl